(R)-N-(4-(3-((5-chloropyrimidin-2-yl)amino)pyrrolidine-1-carbonyl)-2-(3-(dimethylamino)azetidin-1-yl)phenyl)acrylamide ClC=1C=NC(=NC1)N[C@H]1CN(CC1)C(=O)C1=CC(=C(C=C1)NC(C=C)=O)N1CC(C1)N(C)C